C(CC1=CC=CC=C1)N (±)-Phenethylamine